C(CCC)C=1C=C(C(=C(C1)C(=O)O)C(=O)O)C(=O)O 5-butylbenzenetricarboxylic acid